CSCCOC (2-methoxyethyl) (methyl) sulfide